C([C@@H](C)O)O |r| racemic-(R)-1,2-propanediol